ClC1=C(C=CC(=C1)C)N1C(C(CC1)NC(C(=O)C1=CNC2=CC=C(C=C12)OC)=O)=O N-(1-(2-chloro-4-methylphenyl)-2-oxopyrrolidin-3-yl)-2-(5-methoxy-1H-indol-3-yl)-2-oxoacetamide